4-(4-(4-Amino-6-ethynyl-5-(quinolin-3-yl)-7H-pyrrolo[2,3-d]pyrimidin-7-yl)bicyclo-[2.2.1]heptan-1-yl)-1-methylpiperazin-2-one NC=1C2=C(N=CN1)N(C(=C2C=2C=NC1=CC=CC=C1C2)C#C)C21CCC(CC2)(C1)N1CC(N(CC1)C)=O